ClC1=CN=C2C(=N1)N1C(=C(C2=O)C(=O)OCC)SC2=C1C=CC=C2 Ethyl 2-chloro-5-oxo-5H-benzo[4',5']thiazolo[3',2':1,6]pyrido[2,3-b]-pyrazine-6-carboxylate